(1S,2S)-tert-butyl 2-(ethoxymethyl)cyclopropanecarboxylate C(C)OC[C@@H]1[C@H](C1)C(=O)OC(C)(C)C